N,N-Diethyl-Lactamide C(C)N(C(C(O)C)=O)CC